N1C(=CC=CC=C1)C1S(=O)(=O)CCC1 azepinyl-(sulfolane)